C1(CC1)CN1C(=CC=2C1=NC(=CC2)C(C)(F)F)C2=NC1=C(N2C)C(=CC(=C1)C(=O)N1C[C@@H](C[C@H](C1)F)N)F (3R,5R)-1-{2-[1-(cyclopropylmethyl)-6-(1,1-difluoroethyl)-1H-pyrrolo[2,3-b]pyridin-2-yl]-7-fluoro-1-methyl-1H-1,3-benzodiazole-5-carbonyl}-5-fluoropiperidin-3-amine